2H-pyrazolo[4,3-b]pyridine-3-carboxamide N=1NC(=C2N=CC=CC21)C(=O)N